C1(CCCC1)N1C(=CC2=C1N=C(N=C2)NC2=NC=C(C=C2)N2CCN(CC2)CC=2C=NC=C(C2)C2C(NC(CC2)=O)=O)C(=O)N(C)C 7-cyclopentyl-2-((5-(4-((5-(2,6-dioxopiperidin-3-yl)pyridin-3-yl)methyl)piperazin-1-yl)pyridin-2-yl)amino)-N,N-dimethyl-7H-pyrrolo[2,3-d]pyrimidine-6-carboxamide